C(C\C=C\CCCCC)O Trans-3-Nonen-1-Ol